COC1=CC2=C(C=C1)C=1CN(CCCC1O2)CC(F)(F)F 8-methoxy-2-(2,2,2-trifluoroethyl)-2,3,4,5-tetrahydro-1H-benzofuro[3,2-c]azepine